CC(C(=O)C1=CC=C(C=N1)NC(OC(C)(C)C)=O)(C)C1=NC=CC=C1 Tert-butyl (6-(2-methyl-2-(pyridin-2-yl)propionyl)pyridin-3-yl)carbamate